ClC1=C(C=CC=C1C1=C(C(=NC=C1)C1=CC(=C(C=C1)CNC[C@@H]1NC(CC1)=O)OC)Cl)NC1=NC=CC(=C1F)CNCCCC(=O)O (R)-4-(((2-((2-chloro-3-(3-chloro-2-(3-methoxy-4-((((5-oxopyrrolidin-2-yl)methyl)amino)methyl)phenyl)pyridin-4-yl)phenyl)amino)-3-fluoropyridin-4-yl)methyl)amino)butanoic acid